ClC1=CC(=C(C=C1)C1=NC(=CC=2N=C(N(C(C21)=O)C)C)N2C[C@H](OCC2)C2=CC(=NC=C2)Cl)F 5-(4-chloro-2-fluoro-phenyl)-7-((2R)-2-(2-chloro-4-pyridinyl)-4-morpholinyl)-2,3-dimethylpyrido[4,3-d]-pyrimidin-4(3H)-one